2-O-alpha-D-glucopyranosyl-ascorbic acid [C@H]1([C@H](O)[C@@H](O)[C@H](O)[C@H](O1)CO)OC=1C(=O)O[C@@H](C1O)[C@@H](O)CO